Cyclobutyl-(5-methoxy-2-pyridin-2-yl-pyrimidin-4-yl)-amine C1(CCC1)NC1=NC(=NC=C1OC)C1=NC=CC=C1